C(C)(C)OC1=CC(=NC=C1)C1=NSC(=N1)NC1=NC=CC=C1S(=O)(=O)N(C)C 2-(3-(4-isopropoxypyridin-2-yl)-1,2,4-thiadiazol-5-ylamino)-N,N-dimethylpyridine-3-sulfonamide